O=C1NC(CCC1N1C(N(C2=C1C=CC=C2CC2CCN(CC2)C(=O)OC(C)(C)C)C)=O)=O Tert-butyl 4-[[1-(2,6-dioxo-3-piperidyl)-3-methyl-2-oxo-benzimidazol-4-yl]methyl]piperidine-1-carboxylate